C(C)(C)(C)OC(NCC1=CC=C(C=C1)CN1C2=NC(=NC(=C2N=C1)N)Cl)=O 4-((6-amino-2-chloro-9H-purin-9-yl)methyl)benzyl-carbamic acid tert-butyl ester